FC(C(C(C(S(=O)(=O)[O-])(F)F)(F)F)(F)F)(F)F.C(C)(C)(C)C=1C(=C(C=CC1)[I+]C1=CC=CC=C1)C(C)(C)C Ditertiary butyl-diphenyl-iodonium nonafluorobutanesulfonate